C(C(S)S)C(=O)O 3,3-dithiopropionic acid